N-(4-((Dimethylamino)methyl)phenyl)-3'-methoxy-5'-methyl-[1,1'-biphenyl]-4-amin CN(C)CC1=CC=C(C=C1)NC1=CC=C(C=C1)C1=CC(=CC(=C1)C)OC